ClC1=CC(=C(OCC2=NN(C3=NC=CC=C32)C(=O)OC(C)(C)C)C=C1C)C1=CC(=CC=C1)C(NCCOC)=O tert-Butyl 3-[[4-chloro-2-[3-(2-methoxyethylcarbamoyl)phenyl]-5-methyl-phenoxy]methyl]pyrazolo[3,4-b]pyridine-1-carboxylate